ClC1=C(C2=NC=CC=C2N1C)C=O 2-CHLORO-1-METHYL-1H-PYRROLO[3,2-B]PYRIDINE-3-CARBALDEHYDE